(1R,3S)-3-(1-(tert-butyl)-5-(pyrimidin-4-ylamino)-1H-pyrazol-3-yl)cyclopentyl (1-methylcyclopropyl)carbamate CC1(CC1)NC(O[C@H]1C[C@H](CC1)C1=NN(C(=C1)NC1=NC=NC=C1)C(C)(C)C)=O